[Fe].[N+](=O)([O-])C=1C(=C2C(=NC1)N(C=C2)S(=O)(=O)C2=CC=CC=C2)NC2CCOCC2 4-((5-nitro-1-(phenylsulfonyl)-1H-pyrrolo[2,3-b]pyridin-4-yl)amino)tetrahydro-2H-pyran Iron